(1r,4r)-4-((2-(difluoromethoxy)-4,5-difluorophenyl)carbamoyl)-4-(2-isopropylphenyl)-1-methylcyclohexane-1-carboxylic acid FC(OC1=C(C=C(C(=C1)F)F)NC(=O)C1(CCC(CC1)(C(=O)O)C)C1=C(C=CC=C1)C(C)C)F